(S)-3-(4-((R)-1-ethoxy-2,2,2-trifluoroethyl)-3-((2-methylpyrimidin-5-yl)amino)phenyl)pentanoic acid C(C)O[C@@H](C(F)(F)F)C1=C(C=C(C=C1)[C@H](CC(=O)O)CC)NC=1C=NC(=NC1)C